NC(CN(C(OC(C)(C)C)=O)C1=CC=C(C=C1)S(=O)(=O)C)=NOC(=O)C=1N(C2=CC=CC(=C2C1)NC1CCN(CC1)C)CC(F)(F)F tert-butyl (2-amino-2-(((4-((1-methylpiperidin-4-yl)amino)-1-(2,2,2-trifluoroethyl)-1H-indole-2-carbonyl)oxy)imino)ethyl)(4-(methylsulfonyl)phenyl)carbamate